5-(2-Cyanobenzyl)-4,5,6,7-tetrahydrothieno[3,2-c]pyridine C(#N)C1=C(CN2CC3=C(CC2)SC=C3)C=CC=C1